4-(2-Amino-2-methylpropanoyl)-N-(1-(4-(2-(3-amino-3-methylpyrrolidin-1-yl)ethyl)phenyl)-2-oxo-1,2-dihydropyrimidin-4-yl)piperazine-1-carboxamide hydrochloride salt Cl.NC(C(=O)N1CCN(CC1)C(=O)NC1=NC(N(C=C1)C1=CC=C(C=C1)CCN1CC(CC1)(C)N)=O)(C)C